1-(5-((2,4-Dimethoxybenzyl)amino)-4-methoxypyrazolo[1,5-c]pyrimidin-3-yl)ethanone COC1=C(CNC2=C(C=3N(C=N2)N=CC3C(C)=O)OC)C=CC(=C1)OC